((cyclohexylmethyl)(isobutoxycarbonyl)amino)-2,3-dimethylpentanoate C1(CCCCC1)CN(C(=O)OCC(C)C)C(C(=O)[O-])(C(CC)C)C